heptadecan-9-yl 8-((2-hydroxyethyl)(5-(((nonyloxy)carbonyl)oxy)pentyl)amino)octanoate OCCN(CCCCCCCC(=O)OC(CCCCCCCC)CCCCCCCC)CCCCCOC(=O)OCCCCCCCCC